3-[5,7-difluoro-2-(4-fluorophenyl)-1H-indol-3-yl]-N-(2-hydroxyethyl)cyclobutanecarboxamide FC=1C=C2C(=C(NC2=C(C1)F)C1=CC=C(C=C1)F)C1CC(C1)C(=O)NCCO